CC1=C(C=C(C(=O)NCC2=NC=C3C=CC(=NC3=C2)N2C[C@H](CCC2)C2=CC=NC=C2)C=C1)S(=O)(=O)C (R)-4-methyl-3-(methylsulfonyl)-N-((2-(3-(pyridin-4-yl)piperidin-1-yl)-1,6-naphthyridin-7-yl)methyl)benzamide